C(C)(C)N(P(OCCC#N)OCCCCC(=O)NC(CCC(NCC#C)=O)(CCC(NCC#C)=O)CCC(NCC#C)=O)C(C)C 2-cyanoethyl (5-((1,7-dioxo-4-(3-oxo-3-(prop-2-yn-1-ylamino) propyl)-1,7-bis(prop-2-yn-1-ylamino) hept-4-yl) amino)-5-oxopentyl) diisopropylphosphoramidite